C(CCCCCCCCC)C(CC=C(C(=O)O)C)CCCCCCCCCCCC.C(C(=C)C)(=O)OCC(CCCCCCCCCCCC)CCCCCCCCCC 2-decyltetradecyl methacrylate (2-n-decyltetradecyl methacrylate)